ClC1=NC=C(C(=N1)NC1=C(C=C(C=C1F)C1=CC=NC=C1)F)F 2-chloro-4-{[2,6-difluoro-4-(pyridin-4-yl)phenyl]amino}-5-fluoropyrimidine